O1CCC(CC1)C(=O)N1CCC(CC1)NC(N)=O 3-(1-(tetrahydro-2H-pyran-4-carbonyl)piperidin-4-yl)urea